C(#N)C1CCN(CC1)C1=C(C=C(C=C1)C(F)(F)F)NS(=O)(=O)C=1C=C(C(=O)O)C=CC1CC 3-(N-(2-(4-cyanopiperidin-1-yl)-5-(trifluoromethyl)phenyl)sulfamoyl)-4-ethylbenzoic acid